CO[C@H]1[C@@H](O[C@H]([C@@H]([C@H]1OCCC)OC)C)OC(NC1=CC=C(C=C1)C1=NN(C=N1)C1=CC=C(C=C1)OC(F)(F)F)=O [(2S,3R,4R,5S,6S)-3,5-dimethoxy-6-methyl-4-propoxytetrahydropyran-2-yl]-N-[4-[1-[4-(trifluoromethoxy)phenyl]-1,2,4-triazol-3-yl]phenyl]carbamate